(S)-2-(6-chloro-7-methylimidazo[1,2-a]pyridin-2-yl)-N-(5-cyclopropyl-2H-pyrazol-3-yl)propanamide ClC=1C(=CC=2N(C1)C=C(N2)[C@@H](C(=O)NC=2NN=C(C2)C2CC2)C)C